2-[4-(3-Chloro-4-pyrrolidin-1-ylbenzoyl)piperazin-1-yl]-3H-quinazolin-4-one ClC=1C=C(C(=O)N2CCN(CC2)C2=NC3=CC=CC=C3C(N2)=O)C=CC1N1CCCC1